ClC=1C(=C(C=C(C1)C=O)S(=O)(=O)NC=1C=C(C=CC1F)C1=C(OCC(=O)O)C=CC=C1)OC 2-[2-[3-[(3-chloro-5-formyl-2-methoxyphenyl)sulfonylamino]-4-fluorophenyl]phenoxy]acetic acid